C(C)N(C1=NC=NC=C1F)C 4-(ethyl(methyl)amino)-5-fluoropyrimidin